C(C)OC(C(=C)C1=CN=CN1CC1OCC1)=O 1-(oxaCyclobutan-2-ylmethyl)-1H-imidazol-5-yl-acrylic acid ethyl ester